N1CC(C1)N1N=NC2=C1C(=C1C(=C2F)CC(C1)CN1CCC2(CN(C(O2)=O)C2=NC3=C(OCC(N3)=O)N=C2)CC1)F 6-[8-[[1-(azetidin-3-yl)-4,8-difluoro-6,7-dihydro-5H-cyclopenta[f]benzotriazol-6-yl]methyl]-2-oxo-1-oxa-3,8-diazaspiro[4.5]decan-3-yl]-4H-pyrazino[2,3-b][1,4]oxazin-3-one